2-propoxyimidazo[2,1-f][1,2,4]triazine-4-amine C(CC)OC1=NN2C(C(=N1)N)=NC=C2